(R)-N-(1-(6,7-difluoro-1-oxo-1,2-dihydroisoquinolin-4-yl)ethyl)-5-fluoro-N-methyl-1H-indole-2-carboxamide FC=1C=C2C(=CNC(C2=CC1F)=O)[C@@H](C)N(C(=O)C=1NC2=CC=C(C=C2C1)F)C